2-ethylpiperidinomethylphenylchlorosilane C(C)C1N(CCCC1)C[SiH](Cl)C1=CC=CC=C1